3-[1-(4-fluoro-3-methyl-phenyl)-5-hydroxy-2-isopropyl-indol-3-yl]-N-methyl-azetidine-1-sulfonamide FC1=C(C=C(C=C1)N1C(=C(C2=CC(=CC=C12)O)C1CN(C1)S(=O)(=O)NC)C(C)C)C